(1S,3R)-3-((tert-butoxycarbonyl) amino)-3-(2-chlorophenyl)-2-oxocyclohexyl 4-nitrobenzoate [N+](=O)([O-])C1=CC=C(C(=O)O[C@@H]2C([C@@](CCC2)(C2=C(C=CC=C2)Cl)NC(=O)OC(C)(C)C)=O)C=C1